methyl 3-(2-formyl-9-hydroxy-1-methyl-1H-phenalen-5-yl)-7-ureido-2-naphthoate C(=O)C=1C(C=2C(=CC=C3C=C(C=C(C1)C23)C=2C(=CC3=CC(=CC=C3C2)NC(=O)N)C(=O)OC)O)C